FC1=C(C=CC(=C1)[N+](=O)[O-])N1CCC(CC1)N1CCC(CC1)N1C(CC(CC1)C(=O)OC)=O methyl 1''-(2-fluoro-4-nitrophenyl)-2-oxo-[1,4':1',4''-terpiperidine]-4-carboxylate